methyl 2-(4-(6-((tert-Butoxycarbonyl) amino) pyridin-2-yl) phenyl)-2-methylpropionate C(C)(C)(C)OC(=O)NC1=CC=CC(=N1)C1=CC=C(C=C1)C(C(=O)OC)(C)C